rac-4-((2R,4S)-4-(cyclopropylmethoxy)-1-((5-methoxy-7-(methyl-d3)-1H-indol-4-yl)methyl)piperidin-2-yl)benzoic acid C1(CC1)CO[C@@H]1C[C@@H](N(CC1)CC1=C2C=CNC2=C(C=C1OC)C([2H])([2H])[2H])C1=CC=C(C(=O)O)C=C1 |r|